4-bromo-2-phenyl-1H-benzo[d]Imidazole BrC1=CC=CC=2NC(=NC21)C2=CC=CC=C2